(S)-6-(2-(2,2-bis(4-methoxyphenyl)-6-nitrobenzo[d][1,3]dioxole-4-carboxamido)-6-((tert-butoxycarbonyl)amino)hexanamido)hexanoic acid methyl ester COC(CCCCCNC([C@H](CCCCNC(=O)OC(C)(C)C)NC(=O)C1=CC(=CC=2OC(OC21)(C2=CC=C(C=C2)OC)C2=CC=C(C=C2)OC)[N+](=O)[O-])=O)=O